ClC1=C(C=C(C=C1)NC(=O)[C@H]1NCCC1)F (S)-N-(4-chloro-3-fluorophenyl)pyrrolidine-2-carboxamide